C1(CC1)CNC1(CN(C1)C1=C(C#N)C=C(C=N1)C1=NN(C2=CC(=C(C=C12)O[C@H](C)C1=C(C=NC=C1Cl)Cl)OC)C1OCCCC1)CC (3-((cyclopropylmethyl)amino)-3-ethylazetidin-1-yl)-5-(5-((R)-1-(3,5-dichloropyridin-4-yl)ethoxy)-6-methoxy-1-(tetrahydro-2H-pyran-2-yl)-1H-indazol-3-yl)nicotinonitrile